ClC1=NN=C(C2=CC=CC=C12)N[C@H]1COCC1 (R)-4-chloro-N-(tetrahydrofuran-3-yl)phthalazin-1-amine